O1CCN(CC1)C=1C=CC2=C(NC(=N2)C=2C(NC3=CC=CC=C3C2N[C@@H](CCC)C2=NC=CC=N2)=O)C1 |o1:25| (S*)-3-(6-morpholino-1H-benzo[d]imidazol-2-yl)-4-((1-(pyrimidin-2-yl)butyl)amino)quinolin-2(1H)-one